(1s,3s)-3-(6-(4-methoxypyrrolo[2,1-f][1,2,4]triazin-5-yl)-2-methylimidazo[4,5-b]pyridin-1-yl)-1-methylcyclobutan-1-ol COC1=NC=NN2C1=C(C=C2)C=2C=C1C(=NC2)N=C(N1C1CC(C1)(O)C)C